N-methylcarbamic acid undecyl ester C(CCCCCCCCCC)OC(NC)=O